Water Sodium hydroxide [OH-].[Na+].O